Dihydromyristicin CCCC1=CC2=C(C(=C1)OC)OCO2